CC=1CNC2=CC3=C(C=C2N1)OCC[C@H]1N(C3)C(CN(C1)C=1C=CC(=NC1)C(=O)OC)=O methyl (R)-5-(10-methyl-l-1-oxo-1,2,4,4a,5,6,11,14-octahydro-3H,12H-pyrazino[1',2':5,6][1,5]oxazocino[2,3-g]quinoxalin-3-yl)picolinate